N[C@H](C(=O)N1[C@@H]([C@H]2[C@H]3C=C[C@@H]([C@H]2C1)C3(F)F)C(=O)O)C(C)(C)C (1S,3aS,4S,7R,7aR)-2-((S)-2-amino-3,3-dimethylbutanoyl)-8,8-difluoro-2,3,3a,4,7,7a-hexahydro-1H-4,7-methanoisoindole-1-carboxylic acid